N-((1S,3R)-3-(((5-fluoro-2-((4-morpholinophenyl)amino)pyrimidin-4-yl)oxy)methyl)cyclopentyl)acetamide FC=1C(=NC(=NC1)NC1=CC=C(C=C1)N1CCOCC1)OC[C@H]1C[C@H](CC1)NC(C)=O